(9H-fluoren-9-yl)methyl (3-(α-D-mannopyranosyl)propyl)carbamate [C@H]1([C@@H](O)[C@@H](O)[C@H](O)[C@H](O1)CO)CCCNC(OCC1C2=CC=CC=C2C=2C=CC=CC12)=O